5-cubene C12C3C4C5C3=C1C5C24